[Fe-13](=S)(=S)(=S)(=S)(=S)(=S)(=S)=S ferric octasulfide